C(C(=C)C)(=O)NCCC[N+](C)(C)CCC(=O)O 3-methacrylamido-N-(2-carboxyethyl)-N,N-dimethylpropane-1-aminium